3-hydroxy-9-nitropyrido[3',4':4,5]pyrimido[1,2-a]indole-5,11-dione OC1=CC2=C(N=C3N(C=4C=CC(=CC4C3=O)[N+](=O)[O-])C2=O)C=N1